IC1=C(N(N=C1)C)C(=O)NC 4-iodo-N,2-dimethyl-pyrazole-3-carboxamide